Ethyl 6-(1-methyl-1H-benzimidazol-5-yl)-4-oxo-4,5-dihydropyrazolo[1,5-a]pyrazine-2-carboxylate CN1C=NC2=C1C=CC(=C2)C=2NC(C=1N(C2)N=C(C1)C(=O)OCC)=O